C(C=C)(=O)N1C[C@@H]2COC3=C(C(N2CC1)=O)C(=NC(=C3F)C3=C(C=CC=C3O)F)N3C([C@H](CC3)OC)(C)C (6aR)-8-acryloyl-1-((S)-3-methoxy-2,2-dimethylpyrrolidin-1-yl)-4-fluoro-3-(2-fluoro-6-hydroxyphenyl)-6,6a,7,8,9,10-hexahydro-12H-pyrazino[2,1-c]pyrido[3,4-f][1,4]oxazepin-12-one